2-bromo-N-(cyclopropylmethyl)-N-methyl-6-(morpholine-4-sulfonyl)pyridin-3-amine BrC1=NC(=CC=C1N(C)CC1CC1)S(=O)(=O)N1CCOCC1